(R)-Trifluoromethanesulfonic acid 4-((2S,3aS,5R,7aS)-2-(3-hydroxypropyl)-3a-(iodomethyl) hexahydro-2H-furo[3,2-b]pyran-5-yl)-3-methylbut-1-en-2-yl ester OCCC[C@H]1C[C@@]2(O[C@H](CC[C@@H]2O1)C[C@H](C(=C)OS(=O)(=O)C(F)(F)F)C)CI